COC=1N=C2C(=CC=NC2=CC1OC)OC1=C(C=C(C=C1)NC(=O)C1=C(N(C(=C(C1=O)C1=CC(=C(C=C1)F)C)C)C)C)F N-[4-[(6,7-dimethoxy-1,5-naphthyridin-4-yl)oxy]-3-fluorophenyl]-5-(4-fluoro-3-methylphenyl)-1,2,6-trimethyl-4-oxopyridine-3-carboxamide